C(C1=CC=CC=C1)OC1=C(C=CC=C1)S(=O)(=O)NC1=NOC2=C1C(=CC(=C2)CN2N=CC(=C2)CNC(C(=C)F)=O)OC N-((1-((3-((2-(benzyloxy)phenyl)sulfonamido)-4-methoxybenzo[d]isoxazol-6-yl)methyl)-1H-pyrazol-4-yl)methyl)-2-fluoroacrylamide